(R)-6-(2-((4,4-difluoro-1-(oxetan-3-yl)pyrrolidin-3-yl)amino)-6-fluoro-4-methoxypyrrolo[2,1-f][1,2,4]triazin-5-yl)-N-methylimidazo[1,2-a]pyrimidine-3-carboxamide FC1([C@@H](CN(C1)C1COC1)NC1=NN2C(C(=N1)OC)=C(C(=C2)F)C=2C=NC=1N(C2)C(=CN1)C(=O)NC)F